NC1=C(C=CC=C1)NC(C1=CC=C(C=C1)CSC1=NN2C(C(=N1)NC1=NNC(=C1)C(C)(C)C)=CC=C2)=O N-(2-aminophenyl)-4-[[[4-[(5-tert-butyl-1H-pyrazol-3-yl)amino]pyrrolo[2,1-f][1,2,4]triazin-2-yl]thio]methyl]benzamide